4-[4-[bis(4-fluorophenyl)methyl]-1-piperazinyl]-3-[[[(1-phenylethyl)amino]carbonyl]amino]-benzamide FC1=CC=C(C=C1)C(N1CCN(CC1)C1=C(C=C(C(=O)N)C=C1)NC(=O)NC(C)C1=CC=CC=C1)C1=CC=C(C=C1)F